N-methoxyethyl-glycine COCCNCC(=O)O